OC/C=C/C=1C=C(C2=C([C@@H]([C@H](O2)C2=CC(=C(C=C2)O)OC)CO)C1)OC 4-[(2S,3R)-5-[(E)-3-hydroxy-prop-1-enyl]-7-methoxy-3-hydroxymethyl-2,3-dihydrobenzofuran-2-yl]-2-methoxyphenol